NC1=NC2=C(C=CC=C2C(=N1)C(=O)NCC1=NC(=CC=C1)C(C)C)OC 2-amino-N-[(6-isopropyl-2-pyridyl)methyl]-8-methoxy-quinazoline-4-carboxamide